C(C)(C)C1=C(C=CC(=C1)C=1C=2C(=C(SC2N2C(=NN=C2[C@@H](N1)C)C)C)C)N1CCC2(CCN(C2)C(=O)OC(C)(C)C)CC1 tert-butyl 8-[2-isopropyl-4-[(9S)-4,5,9,13-tetramethyl-3-thia-1,8,11,12-tetrazatricyclo[8.3.0.02,6]trideca-2(6),4,7,10,12-pentaen-7-yl]phenyl]-2,8-diazaspiro[4.5]decane-2-carboxylate